(4-bromophenyl)carbazole-4-benzaldehyde BrC1=CC=C(C=C1)C1=CC=C(C=2C3=CC=CC=C3NC12)C1=CC=CC=C1C=O